2-(3,6-diazabicyclo[3.1.1]heptan-3-yl)-7-(thiazol-2-yl)-4-(2,2,2-trifluoro-1-methoxyethyl)benzo[d]oxazole C12CN(CC(N1)C2)C=2OC1=C(N2)C(=CC=C1C=1SC=CN1)C(C(F)(F)F)OC